2-(4-fluorophenyl)-4-(4-bis(4-methylphenyl)aminophenyl)-6-(4-ethyloxyphenyl)pyridine FC1=CC=C(C=C1)C1=NC(=CC(=C1)C1=CC=C(C=C1)N(C1=CC=C(C=C1)C)C1=CC=C(C=C1)C)C1=CC=C(C=C1)OCC